ClC=1C=C(C=CC1N1C(N(C=C1)C)=O)C1=C(C(=CC(=C1)F)C1=CC(=NC=C1)N1CC2(CN(C2)C(=O)OC(C)(C)C)C1)O tert-butyl 6-(4-(3'-chloro-5-fluoro-2-hydroxy-4'-(3-methyl-2-oxo-2,3-dihydro-1H-imidazol-1-yl)-[1,1'-biphenyl]-3-yl)pyridin-2-yl)-2,6-diazaspiro[3.3]heptane-2-carboxylate